(5S)-5-[[[6-[2-chloro-3-[3-chloro-2-(1-methyl-2,3,4,5-tetrahydro-1,4-benzodiazepin-8-yl)-4-pyridyl]phenyl]-2-methoxy-3-pyridyl]methylamino]methyl]pyrrolidin-2-one ClC1=C(C=CC=C1C1=C(C(=NC=C1)C1=CC2=C(CNCCN2C)C=C1)Cl)C1=CC=C(C(=N1)OC)CNC[C@@H]1CCC(N1)=O